O1C=NC2=C1C=CC=1C=3C=CC=CC3C=CC12 phenanthrooxazole